9,12,15,24,26-pentazapentacyclo[20.5.2.11,4.13,7.025,28]hentriaconta-3,5,7(30),20,22(29),23,25(28)-heptaene-8,11,27-trione C123CC4=C(C=CC(C(NCC(NCCNCCCCC=CC=5C=NC(NC1=O)=C2C5)=O)=O)=C4)C3